N-BOC-3,4-epoxypiperidine C(=O)(OC(C)(C)C)N1CC2C(CC1)O2